O=C1NC(CCC1N1C(C2=CC=CC(=C2C1=O)SCCN1CCN(CC1)C1=CC=C(C(=O)N2CCC(CC2)CCCCNC(\C=C\C=2C=NC=CC2)=O)C=C1)=O)=O (E)-N-(4-(1-(4-(4-(2-((2-(2,6-dioxopiperidin-3-yl)-1,3-dioxoisoindolin-4-yl)thio)ethyl)piperazin-1-yl)benzoyl)piperidin-4-yl)butyl)-3-(pyridin-3-yl)acrylamide